6-bromo-3-((2-((tert-butoxycarbonyl)amino)ethyl)amino)-5-methylpyrazine-2-carboxylic acid ethyl ester C(C)OC(=O)C1=NC(=C(N=C1NCCNC(=O)OC(C)(C)C)C)Br